N-(1-cyclopropyl-2-oxo-1,2-dihydropyridin-3-yl)-2-((1R,4S)-1-(fluoromethyl)-2-oxabicyclo[2.2.1]heptan-4-yl)-7-isopropoxyimidazo[1,2-a]pyridine-6-carboxamide C1(CC1)N1C(C(=CC=C1)NC(=O)C=1C(=CC=2N(C1)C=C(N2)[C@]21CO[C@](CC2)(C1)CF)OC(C)C)=O